O1COC2=C1C=CC=C2C[C@@H](CNC(=O)NCCC2=CC(=CC=C2)F)N(C)C ((S)-3-(benzo[d][1,3]dioxol-4-yl)-2-(dimethylamino)propyl)-3-(3-fluorophenethyl)urea